7-(8-chloronaphthalen-1-yl)-8-fluoro-2-(((2R,7aS)-2-fluorotetrahydro-1H-pyrrolizin-7a(5H)-yl)methoxy)-N-((2R,3R)-2-methylpyrrolidin-3-yl)pyrido[4,3-d]pyrimidin-4-amine ClC=1C=CC=C2C=CC=C(C12)C1=C(C=2N=C(N=C(C2C=N1)N[C@H]1[C@H](NCC1)C)OC[C@]12CCCN2C[C@@H](C1)F)F